O-maleimidopropionic acid C1(C=CC(N1OC(CC)=O)=O)=O